11-amino-3-cyclopropyl-7-(pyridin-2-yl)-4,5,6,7-tetrahydroisoxazolo[4'',3'':6',7']cyclohepta[1',2':4,5]pyrrolo[2,3-d]pyrimidin-4-ol NC=1C2=C(N=CN1)N(C1=C2C=2C(C(CC1)O)=C(ON2)C2CC2)C2=NC=CC=C2